Thiazepine C1=CC=NSC=C1